COC(=O)C1N(C(C=2N(CC1)N=C1C2CN(CC1)C(NC1=CC(=C(C=C1)F)Cl)=O)=O)C 2-((3-chloro-4-fluorophenyl)carbamoyl)-10-methyl-11-oxo-1,3,4,7,8,9,10,11-octahydro-2H-pyrido[4',3':3,4]Pyrazolo[1,5-a][1,4]Diazepine-9-carboxylic acid methyl ester